[Ir+3].O1CC(CC1)OC1=CC=C(C=C1)C(C)=O 1-(4-((tetrahydrofuran-3-yl)oxy)phenyl)ethan-1-one iridium(III)